C(CCC)OC1=CC(=C(C=C1)C1=CN=CC(=N1)C(=O)N/N=C/C1=CC(=CC(=C1)OC)OC)Cl (E)-6-(4-butoxy-2-chlorophenyl)-N'-(3,5-dimethoxybenzylidene)pyrazine-2-carbohydrazide